CC1=CC=C(C=N1)C=1NC(=NN1)CNC1=NC(=NN2C1=NC=C2C(F)(F)F)N2CCOCC2 N-{[5-(6-methylpyridin-3-yl)-4H-1,2,4-triazol-3-yl]methyl}-2-(morpholin-4-yl)-7-(trifluoromethyl)imidazo[2,1-f][1,2,4]triazin-4-amine